NCC=1C=NC(=NC1)COC1=CC=C(C=C1)NC(=O)NCC=1C=C2CN(C(C2=CC1)=O)C1C(NC(CC1)=O)=O 1-(4-{[5-(aminomethyl)pyrimidin-2-yl]methoxy}phenyl)-3-{[2-(2,6-dioxopiperidin-3-yl)-1-oxo-2,3-dihydro-1H-isoindol-5-yl]methyl}urea